B(F)(F)F.C(C)(C)(C)OC(=O)NC[K] (((tert-butoxycarbonyl)amino)methyl)potassium trifluoroborate